(S)-3-tert-butoxycarbonylaminopyrrolidine C(C)(C)(C)OC(=O)N[C@@H]1CNCC1